C1C=CC2=CC=C3CC=CC4=CC=C1C2=C34 1,6-Dihydropyrene